C(#C)C1(CCC(N1)=O)OC 5-ethynyl-5-methyloxypyrrolidin-2-one